NC1=CC(=NN1C)C1CCN(CC1)C1=NC2=C(C=C(C=C2C(N1C)=O)C)[C@@H](C)NC=1C(=NC(=CC1)Cl)C(=O)NS(=O)(=O)C (R)-3-((1-(2-(4-(5-amino-1-methyl-1H-pyrazol-3-yl)piperidin-1-yl)-3,6-dimethyl-4-oxo-3,4-dihydroquinazolin-8-yl)ethyl)amino)-6-chloro-N-(methylsulfonyl)picolinamide